1-cyclopropyl-3,3,5-trimethyl-8-[[(1R)-1-[3-(difluoromethyl)-2-fluoro-phenyl]ethyl]amino]pyrrolo[2,3-g]phthalazin-2-one C1(CC1)N1C(C(C=2C1=CC=1C(=NN=C(C1C2)C)N[C@H](C)C2=C(C(=CC=C2)C(F)F)F)(C)C)=O